FC=1C=C(C=C(C1)F)C1=CC(=C2C(C(CCN12)(F)F)O)C(F)(F)F 3-(3,5-difluorophenyl)-7,7-difluoro-1-(trifluoromethyl)-5,6,7,8-tetrahydroindolizin-8-ol